(5RS,6RS)-2-[(3,5-Dichloropyridin-2-yl)methyl]-3-oxo-6-(trifluoromethyl)-2,3,5,6,7,8-hexahydro[1,2,4]triazolo[4,3-a]pyridin ClC=1C(=NC=C(C1)Cl)CN1N=C2N(C[C@@H](CC2)C(F)(F)F)C1=O |r|